2-(hydroxymethyl)-benzoic acid OCC1=C(C(=O)O)C=CC=C1